C(C)(=O)NC1=C(C(=C(C(=O)OC)C(=C1)F)F)F methyl 4-acetylamino-2,3,6-trifluorobenzoate